2-(1H-benzo[d]imidazol-2-yl)ethylamine N1C(=NC2=C1C=CC=C2)CCN